OC[C@H]1C[C@H](C1)NC1=NC=2N(C(C(NC2C(=N1)C)=O)C)C 2-((cis-3-(hydroxymethyl)cyclobutyl)amino)-4,7,8-trimethyl-7,8-dihydropteridin-6(5H)-one